tin mesylate S(C)(=O)(=O)[O-].[Sn+4].S(C)(=O)(=O)[O-].S(C)(=O)(=O)[O-].S(C)(=O)(=O)[O-]